4,4'-(1-methylpropylidene)bisphenol CC(CC)(C1=CC=C(C=C1)O)C1=CC=C(C=C1)O